magnesium 2-(sec-butyl)-2-ethylpropanoate C(C)(CC)C(C(=O)[O-])(C)CC.[Mg+2].C(C)(CC)C(C(=O)[O-])(C)CC